sodium Lauroyl Glycinate NCC(=O)OC(CCCCCCCCCCC)=O.[Na]